C1(CC1)C=1C(=C2C=CN(C2=C(C1)C)S(=O)(=O)C1=CC=C(C)C=C1)CO (5-Cyclopropyl-7-methyl-1-p-toluenesulfonyl-1H-indol-4-yl)methanol